COC1=CC=C(C=C1)CN(C1=C(C=C2C(=N1)C=C(N2COCC[Si](C)(C)C)CN2C(C=CC=C2C=2C=NN(C2)C(C)C)=O)C)CC2=CC=C(C=C2)OC 1-[[5-[Bis[(4-methoxyphenyl)methyl]amino]-6-methyl-1-(2-trimethylsilylethoxymethyl)pyrrolo[3,2-b]pyridin-2-yl]methyl]-6-(1-isopropylpyrazol-4-yl)pyridin-2-one